O=C([C@H](O)[C@@H](O)[C@H](O)[C@H](O)CO)[2H] D-glucose-1-d